glycerol 1,3-dioleate C(CCCCCCC\C=C/CCCCCCCC)(=O)OCC(O)COC(CCCCCCC\C=C/CCCCCCCC)=O